6-(7,8-dimethyl-3-(trifluoromethyl)-[1,2,4]triazolo[4,3-b]pyridazin-6-yl)-3-(6-methylpyridin-3-yl)-5,6,7,8-tetrahydro-1,6-naphthyridine CC1=C(C=2N(N=C1N1CC=3C=C(C=NC3CC1)C=1C=NC(=CC1)C)C(=NN2)C(F)(F)F)C